N-(3-(3-(2,6-dioxopiperidin-3-yl)benzofuran-5-yl)prop-2-yn-1-yl)-5-(8-(7-fluoro-1,3-dimethyl-2-oxo-2,3-dihydro-1H-benzo[d]imidazol-5-yl)isoquinolin-3-yl)picolinamide O=C1NC(CCC1C1=COC2=C1C=C(C=C2)C#CCNC(C2=NC=C(C=C2)C=2N=CC1=C(C=CC=C1C2)C2=CC1=C(N(C(N1C)=O)C)C(=C2)F)=O)=O